1-((cis)-bicyclo[3.1.0]hexan-3-yl)piperazine-2,3-dione C12CC(CC2C1)N1C(C(NCC1)=O)=O